tert-Butyl (3S)-3-(quinolin-8-ylcarbamoyl)pyrrolidine-1-carboxylate N1=CC=CC2=CC=CC(=C12)NC(=O)[C@@H]1CN(CC1)C(=O)OC(C)(C)C